C1(=CC=CC=C1)C1C2=C(C(OC1)CN1C=CC=CC=C1)SC=C2 1-((4-phenyl-4,7-dihydro-5H-thieno[2,3-C]pyran-7-yl)methyl)azepine